4-[2-amino-6-(cyclopropylamino)-9H-purin-9-yl]-2-cyclopentene-1-methanol sulfate S(=O)(=O)(O)OCC1C=CC(C1)N1C2=NC(=NC(=C2N=C1)NC1CC1)N